(2R,3R,4R,5R)-5-(2-Amino-6-(methylamino)-9H-purin-9-yl)-4-fluoro-2-(hydroxymethyl)-4-vinyltetrahydrofuran-3-ol NC1=NC(=C2N=CN(C2=N1)[C@H]1[C@]([C@@H]([C@H](O1)CO)O)(C=C)F)NC